C(C)OC(=O)C=1C=C2C=CN=CC2=CC1 Isoquinoline-6-carboxylic acid ethyl ester